C(CCCCCCCCCCCCCCCCCCCCC)[SiH2]O[SiH2]O[SiH2]O[SiH2]O[SiH2]O[SiH2]O[SiH2]O[SiH2]O[SiH2]O[SiH2]O[SiH2]O[SiH3] docosyl-dodecasiloxane